(benzyloxy)-6-((trimethylsilyl)ethynyl)pyridazine C(C1=CC=CC=C1)OC=1N=NC(=CC1)C#C[Si](C)(C)C